COC(=O)C1(CN2C(C=3C=CC(=CC13)C)=NC1=C2C=CC=C1)CC1OCCC1 Methyl-3-methyl-5-((tetrahydrofuran-2-yl)methyl)-5,6-dihydrobenzo[4,5]imidazo[2,1-a]isoquinoline-5-carboxylate